4-(6-bromohexyl)styrene BrCCCCCCC1=CC=C(C=C)C=C1